8-fluoro-2-methylimidazo[1,2-a]pyridin-6-amine FC=1C=2N(C=C(C1)N)C=C(N2)C